[Cu].[Li] lithium-copper